O=C1[C@H](CC2=C(CN1)C=CC=C2)NC(OCC2=CC=CC=C2)=O (S)-benzyl (3-oxo-2,3,4,5-tetrahydro-1H-benzo[c]azepin-4-yl)carbamate